OC(C(=O)[O-])S(=O)(=O)O.[Zn+2].OC(C(=O)[O-])S(=O)(=O)O zinc 2-hydroxysulfoacetate salt